CP(O)=O.CP(O)=O.C methane di(methyl phosphinate)